(R)-1-(5-cyclopropoxy-7-(8-ethyl-7-fluoro-3-(methoxymethoxy)naphthalen-1-yl)-8-fluoro-2-(methylthio)pyrido[4,3-d]pyrimidin-4-yl)-3-methylpiperidin-3-ol C1(CC1)OC1=NC(=C(C=2N=C(N=C(C21)N2C[C@@](CCC2)(O)C)SC)F)C2=CC(=CC1=CC=C(C(=C21)CC)F)OCOC